N[C@@H](CC(=O)[O-])C(=O)OCC1=CC=CC=C1 benzyl aspartate